5-fluoro-N-(trans-4-((4-(trifluoromethyl)benzyl)oxy)pyrrolidin-3-yl)pyridin-2-amine FC=1C=CC(=NC1)N[C@@H]1CNC[C@H]1OCC1=CC=C(C=C1)C(F)(F)F